N-3-methoxypropyl-quinoxalinone tert-Butyl-4-[8-methyl-6-(2-methylimidazo[1,2-a]pyridin-6-yl)-4-oxo-3,4-dihydroquinazolin-2-yl]piperidine-1-carboxylate C(C)(C)(C)OC(=O)N1CCC(CC1)C1=NC2=C(C=C(C=C2C(N1)=O)C=1C=CC=2N(C1)C=C(N2)C)C.COCCCN2C(C=NC1=CC=CC=C21)=O